9,9'-(4,6-bis(4,6-diphenyl-1,3,5-triazin-2-yl)-2-(3-phenyl-9H-carbazol-9-yl)-1,3-phenylene)bis(3,6-dimethyl-9H-carbazole) C1(=CC=CC=C1)C1=NC(=NC(=N1)C1=CC=CC=C1)C1=C(C(=C(C(=C1)C1=NC(=NC(=N1)C1=CC=CC=C1)C1=CC=CC=C1)N1C2=CC=C(C=C2C=2C=C(C=CC12)C)C)N1C2=CC=CC=C2C=2C=C(C=CC12)C1=CC=CC=C1)N1C2=CC=C(C=C2C=2C=C(C=CC12)C)C